7-[[5-[(2S)-2-(1-hydroxy-1-methyl-ethyl)morpholin-4-yl]-2-pyridyl]amino]-4-imidazo[1,2-a]pyridin-3-yl-2,3-dihydropyrrolo[3,4-c]pyridin-1-one OC(C)(C)[C@@H]1CN(CCO1)C=1C=CC(=NC1)NC=1C2=C(C(=NC1)C1=CN=C3N1C=CC=C3)CNC2=O